2,5-dihydroxy-1,4-cyclohexanediamine OC1C(CC(C(C1)N)O)N